C(C)(C)(C)N(N(C(=O)O)C(C)(C)C)C(=O)O Di-tert-butylhydrazine-1,2-dicarboxylic acid